O1CCN(CC1)C1=CC=C(C=N1)C1=CC=2C(=NC=CC2C=2C=C3C(=NNC3=CC2)N)N1 5-(2-(6-morpholinopyridin-3-yl)-1H-pyrrolo[2,3-b]pyridin-4-yl)-1H-indazol-3-amine